O-methyl-isourea methyl-sulfate COS(=O)(=O)O.COC(N)=N